formyl-benzoic acid C(=O)C1=C(C(=O)O)C=CC=C1